ClCC1=CC=CC(=N1)CC=1C=NN2C1N=C(N=C2C=2OC(=CC2)C)N 8-((6-(chloromethyl)pyridin-2-yl)methyl)-4-(5-methylfuran-2-yl)pyrazolo[1,5-a][1,3,5]triazin-2-amine